2,4-dimethyl-3-(4,4,5,5-tetramethyl-1,3,2-dioxaborolan-2-yl)pyridine CC1=NC=CC(=C1B1OC(C(O1)(C)C)(C)C)C